6,6-dimethyl-3-[(chlorodifluoroacetyl)-Phenylalanyl]-3-azabicyclo[3.1.0]hexane-2-carboxamide CC1(C2CN(C(C12)C(=O)N)C([C@@H](NC(C(F)(F)Cl)=O)CC1=CC=CC=C1)=O)C